N1-(3-{[tert-butyl(dimethyl)silyl]oxy}propyl)-4-(pyridin-3-yl)benzene-1,2-diamine [Si](C)(C)(C(C)(C)C)OCCCNC=1C(=CC(=CC1)C=1C=NC=CC1)N